COC1=C(C2=C(C=C1O)OC=CC2=O)O The molecule is a member of the class of chromones that is chromone substituted by hydroxy groups at positions 5 and 7 and a methoxy groups at position 6. It has been isolated from Pisonia aculeata. It has a role as a plant metabolite. It is an aromatic ether, a member of chromones and a member of resorcinols. It derives from a chromone.